C(N)(=N)C=1C=C(SC1)[C@@H](C)NC(=O)[C@H]1N(C[C@](C1)(CF)F)C(CNC(=O)C=1C=CC=2C(C3=CC=CC=C3C2C1)C)=O (2S,4R)-N-((R)-1-(4-carbamimidoylthiophen-2-yl)ethyl)-4-fluoro-4-(fluoromethyl)-1-((9-methyl-9H-fluorene-3-carbonyl)glycyl)pyrrolidine-2-carboxamide